C(=O)(OC(C)(C)C)N1CCC(CC1)OCC1CC(C1)O N-Boc-4-(((1r,3r)-3-hydroxycyclobutyl)methoxy)piperidine